1-[2-[[8-(7-azabicyclo[2.2.1]heptan-7-yl)-6-(oxetan-3-yl)pyrido[3,4-d]pyrimidin-2-yl]amino]-7,8-dihydro-5H-1,6-naphthyridin-6-yl]-2-(azetidin-1-yl)ethanone C12CCC(CC1)N2C2=NC(=CC1=C2N=C(N=C1)NC1=NC=2CCN(CC2C=C1)C(CN1CCC1)=O)C1COC1